N4-(2-(methylsulfonyl)ethyl)-5-(trifluoromethyl)pyrimidin-2,4-diamine CS(=O)(=O)CCNC1=NC(=NC=C1C(F)(F)F)N